2-(trifluoromethyl)prop-1-ene-1-thione FC(C(=C=S)C)(F)F